N1C(COCC1)=O morpholine-one